2-n-butylimidazole C(CCC)C=1NC=CN1